cholesterol montanate C(CCCCCCCCCCCCCCCCCCCCCCCCCCC)(=O)O[C@@H]1CC2=CC[C@H]3[C@@H]4CC[C@H]([C@@H](CCCC(C)C)C)[C@]4(CC[C@@H]3[C@]2(CC1)C)C